methyl(6-(4-(1-(2-methylbenzo[d]thiazol-5-yl)ethyl)piperazin-1-yl)pyridin-3-yl)(methylimino)-λ6-sulfanone CS(=O)(=NC)C=1C=NC(=CC1)N1CCN(CC1)C(C)C=1C=CC2=C(N=C(S2)C)C1